FC1(CN(CC1)C1=NC=CC(=C1NC(=O)N1CCOC2=C(C1)C=CC=C2)C2=C(C=CC=C2)F)F N-[2-(3,3-difluoropyrrolidin-1-yl)-4-(2-fluorophenyl)-3-pyridyl]-3,5-dihydro-2H-1,4-benzoxazepine-4-carboxamide